BrC1=CC=2C3=C(C=NC2C=C1F)N(C(C31CN(C1)C1=CC=C(C=C1)C)=O)C 8'-Bromo-7'-fluoro-3'-methyl-1-(p-tolyl)spiro[azetidine-3,1'-pyrrolo[2,3-c]quinolin]-2'(3'H)-one